C1(CC1)S(=O)(=O)NC=1SC=C(N1)C(C(=O)NC1=CC=C(C=C1)C=1C=NC=C(C1)F)(CC)CC 2-(2-(cyclopropanesulfonylamino)thiazol-4-yl)-2-ethyl-N-(4-(5-fluoropyridin-3-yl)phenyl)butanamide